CC=1C(=CC=CC1)S(=O)CCC(=O)OC(C)(C)C tert-butyl 3-(toluene-2-sulfinyl)-propionate